NC1=NC(=CC(=N1)C1=CC(=C(C#N)C=C1)C)C#C 4-(2-amino-6-ethynyl-4-pyrimidinyl)-2-methylbenzonitrile